CC1(C(C=2C=CC3=CC=CC=C3C2C=C1)(C)C)C tetramethyl-dihydrophenanthrene